2-Hydroxy-5-(7-oxo-5-((2,4,6-trifluorobenzyl)thio)thiazolo[4,5-d]pyrimidin-6(7H)-yl)nicotinonitrile OC1=C(C#N)C=C(C=N1)N1C(=NC2=C(C1=O)SC=N2)SCC2=C(C=C(C=C2F)F)F